ClC1=C(C=CC=C1C1=NC=CC(=C1Cl)C1=NC(=C(C=C1)CNC[C@H]1NC(CC1)=O)OC)NC(C1=NC=C(C(=C1)OC)CN1C[C@@H](CC1)O)=O N-(2-chloro-3-(3'-chloro-6-methoxy-5-(((((S)-5-oxopyrrolidin-2-yl)methyl)amino)methyl)-[2,4'-bipyridin]-2'-yl)phenyl)-5-(((R)-3-hydroxypyrrolidin-1-yl)methyl)-4-methoxypicolinamide